OC1=C(C(=O)NC2=NNC=C2)C=CC=C1 oxyl-N-(1H-pyrazol-3-yl)benzamide